C(C)(=O)N[C@H]1C[C@H](CCC1)C(=O)NC1=NC=C2C=C(N=C(C2=C1)N1C=CC=C1)C#N (R)-1-(7-((1S,3R)-3-acetylaminocyclohexane-1-carboxamido)-3-cyano-2,6-naphthyridin-1-yl)pyrrole